bicyclo[2.2.2]octane bis(tetrafluoroboric acid) salt F[B-](F)(F)F.[H+].F[B-](F)(F)F.[H+].C12CCC(CC1)CC2